Methyl (2S)-2-cyclohexyl-2-{[2-(pyridin-4-yl)acetyl]amino}acetate C1(CCCCC1)[C@@H](C(=O)OC)NC(CC1=CC=NC=C1)=O